C(C1=CC=CC=C1)O[C@@H]1[C@H](N(C[C@@H]([C@H]1OCC1=CC=CC=C1)OCC1=CC=CC=C1)CCC1=C(C=C(C=C1F)C(=C)C)F)CF (2S,3R,4R,5S)-3,4,5-tris(benzyloxy)-1-(2,6-difluoro-4-(prop-1-en-2-yl)phenethyl)-2-(fluoromethyl)piperidine